FC=1C=C(C=CC1F)CNC(=O)C=1C(=NC(=CC1C)N1CCOCC1)SC N-[(3,4-Difluoro-phenyl)-methyl]-4-methyl-2-methylsulfanyl-6-morpholin-4-yl-pyridine-3-carboxylic acid amide